N-((R)-1-(((R)-3,4-dioxo-1-phenyl-4-((pyridin-2-ylmethyl)amino)butan-2-yl)amino)-1-oxopropan-2-yl)-4,4-difluoropiperidin-1-formamide O=C([C@@H](CC1=CC=CC=C1)NC([C@@H](C)NC(=O)N1CCC(CC1)(F)F)=O)C(NCC1=NC=CC=C1)=O